C(#N)NC(COC1=C(C=C(C=C1)SCC=1SC(=NN1)C1=CC=C(C=C1)C(F)(F)F)C)=O N-cyano-2-(2-methyl-4-(((5-(4-(trifluoromethyl)phenyl)-1,3,4-thiadiazol-2-yl)methyl)thio)phenoxy)acetamide